heptadecan-9-yl 8-((6-(6-amino-9H-purine-9-carboxamido)-2-hydroxyhexyl)(6-oxo-6-(undecyloxy)hexyl)Amino)octanoate NC1=C2N=CN(C2=NC=N1)C(=O)NCCCCC(CN(CCCCCCCC(=O)OC(CCCCCCCC)CCCCCCCC)CCCCCC(OCCCCCCCCCCC)=O)O